ClC=1C(=C(C=CC1)NC(=O)C1=C(C2=C(CCC3=CN(N=C23)CC2=CC=C(C=C2)C)O1)C)C N-(3-chloro-2-methylphenyl)-8-methyl-2-(4-methylbenzyl)-4,5-dihydro-2H-furo[2,3-g]indazole-7-carboxamide